FC(C1=C(C(C2=CC=C(C=C2)SC)OC2CN(C2)C(=O)NC(C)(C)C)C=CC=C1)(F)F 3-[2-(trifluoromethyl)-4'-(methylthio)benzhydryloxy]-N-(tert-butyl)azetidine-1-carboxamide